ClC=1C(=NC(=NC1)N1[C@H](CN(CC1)C(=O)OC(C)(C)C)CC)N1CC(C1)C(N(C)C(C)(C)C1=CN=C2N1C=CC=C2)=O tert-butyl (S)-4-(5-chloro-4-(3-((2-(imidazo[1,2-a]pyridin-3-yl)propan-2-yl)(methyl)carbamoyl)azetidin-1-yl)pyrimidin-2-yl)-3-ethylpiperazine-1-carboxylate